Cl.N1N=CC(=C1)C1=C2C(=C(N=C1)C=1SC3=C(N1)SC(=N3)N)NC=C2 5-[4-(1H-pyrazol-4-yl)-1H-pyrrolo[2,3-c]pyridin-7-yl][1,3]thiazolo[5,4-d][1,3]thiazol-2-amine hydrochloride